COC1=C2C3C=CC(C2=CC=C1)N3C(=O)OC(C)(C)C tert-Butyl 3-methoxy-11-azatricyclo[6.2.1.02,7]undeca-2,4,6,9-tetraene-11-carboxylate